2-(2-benzyloxy-4-bromo-5-fluoro-phenyl)-2-methyl-propan-1-ol C(C1=CC=CC=C1)OC1=C(C=C(C(=C1)Br)F)C(CO)(C)C